ClC=1C(=C(NC=2C3=C(N=CN2)C=CC(=N3)O[C@@H]3CN(CC3)C(=O)OC(C)(C)C)C=CC1OC[C@H]1COCCC1)F tert-butyl (3S)-3-[4-[3-chloro-2-fluoro-4-[[(3R)-tetrahydropyran-3-yl] methoxy]anilino]pyrido[3,2-d]pyrimidin-6-yl]oxypyrrolidine-1-carboxylate